ClC1=CC=CC(=N1)C1=N[N-]C(N1)=S 3-(6-chloropyridin-2-yl)-5-thioxo-4,5-dihydro-1,2,4-triazol-1-ide